FC(C=1C=C(C=CC1)C=O)(F)F (3-(trifluoromethyl)phenyl)methanone